sulfamate tin [Sn+4].S(N)([O-])(=O)=O.S(N)([O-])(=O)=O.S(N)([O-])(=O)=O.S(N)([O-])(=O)=O